FC=1C(=CC=2C3=C(NC(C2C1)=O)COC[C@H]3NC)F (S)-8,9-difluoro-1-(methylamino)-1,2,4,5-tetrahydropyrano[3,4-c]isoquinolin-6-one